CN(C)CC1=C(C(=CC(=C1)CN(C)C)CN(C)C)O 2,4,6-tri-dimethylaminomethyl-phenol